NC1COC(OC1)[C@H](CN(C1=CC=C(C#N)C=C1)CC1=CC(=C(C=C1)OC)F)F 4-(((S)-2-((2r,5S)-5-amino-1,3-dioxan-2-yl)-2-fluoroethyl)(3-fluoro-4-methoxybenzyl)amino)benzonitrile